BrC1=CC2=CN(N=C2C=C1)C([2H])([2H])[2H] 5-bromo-2-(methyl-d3)-2H-indazole